C12CN(CC2C1)C1=CC=C(C=N1)C1N(C[C@H](C1)O)C1=CC(=NC=N1)NC(=O)[C@@H]1[C@H](C1)C1=NC=CC(=N1)C |&1:27,28| rac-(1S,2S)-N-(6-((4S)-2-(6-(3-azabicyclo[3.1.0]hex-3-yl)pyridin-3-yl)-4-hydroxypyrrolidin-1-yl)pyrimidin-4-yl)-2-(4-methylpyrimidin-2-yl)cyclopropane-1-carboxamide